N-(4-(4-amino-7-cyclopentylimidazo[5,1-f][1,2,4]triazin-5-yl)benzyl)-5-fluoro-2-methoxybenzamide NC1=NC=NN2C1=C(N=C2C2CCCC2)C2=CC=C(CNC(C1=C(C=CC(=C1)F)OC)=O)C=C2